4',6'-bis(4-(9H-carbazol-9-yl)phenyl)-4''-(9H-carbazol-9-yl)-4-(3,6-dimethyl-9H-carbazol-9-yl)-5'-(2,6-diphenylpyridin-4-yl)-[1,1':2',1''-terphenyl]-3'-carbonitrile C1=CC=CC=2C3=CC=CC=C3N(C12)C1=CC=C(C=C1)C1=C(C(=C(C(=C1C1=CC(=NC(=C1)C1=CC=CC=C1)C1=CC=CC=C1)C1=CC=C(C=C1)N1C2=CC=CC=C2C=2C=CC=CC12)C1=CC=C(C=C1)N1C2=CC=C(C=C2C=2C=C(C=CC12)C)C)C1=CC=C(C=C1)N1C2=CC=CC=C2C=2C=CC=CC12)C#N